Cl.NC[C@H](C)NC(=O)C1=CN(CCS1)C1=C2N=CNC2=NC=N1 (S)-N-(1-aminopropan-2-yl)-4-(9H-purin-6-yl)-3,4-dihydro-2H-1,4-thiazine-6-carboxamide hydrochloride